1H-pyrimidine-2,4-dione N1C(NC(C=C1)=O)=O